2-[3-(benzyloxy)-2-(1,3-dioxolan-2-yl)phenyl]-5-methyl-1,3-thiazole-4-carboxylic acid C(C1=CC=CC=C1)OC=1C(=C(C=CC1)C=1SC(=C(N1)C(=O)O)C)C1OCCO1